FC1=CC2=C(C3=CC=CC=C3C(=C2C=C1)OC(=O)CCCC)OC(=O)CCCC 2-fluoro-9,10-bis(n-butylcarbonyloxy)anthracene